C1(CCCC1)NC=1SC2=C(N1)C=CC(=C2)C2=NC(=NC=C2F)NC2=NC=C(C=C2)CN2CCN(CC2)C(C)C N-cyclopentyl-6-(5-fluoro-2-((5-((4-isopropylpiperazine-1-yl)methyl)pyridine-2-yl)amino)pyrimidine-4-yl)benzothiazole-2-amine